C1=CC=C(C=2SC3=C(C21)C=CC=C3)C3=CC=C(C=C3)C3=CC=C(C=C3)C=3C=C(C=CC3)C3=NC2=C1C(=C4C(=C2N=C3)C=CC=C4)C=CC=C1 2-[4''-(dibenzothiophen-4-yl)-3,1':4',1''-terphenyl-1-yl]dibenzo[f,h]quinoxaline